N-(6-amino-5-methylpyridin-3-yl)-2-(2-(3-chloro-4-(trifluoromethyl)phenyl)-5-methylpiperidin-1-yl)-2-oxoacetamide NC1=C(C=C(C=N1)NC(C(=O)N1C(CCC(C1)C)C1=CC(=C(C=C1)C(F)(F)F)Cl)=O)C